C(C1=CC=CC=C1)N1C2=NC=NC(=C2N=C1C1=C(C=C(OCCCN2CC(NCC2)=O)C=C1)Cl)OC1(CC1)C 4-(3-(4-(9-benzyl-6-(1-methylcyclopropoxy)-9H-purin-8-yl)-3-chlorophenoxy)propyl)piperazin-2-one